2-chloro-5-(N-methyl-2,2-diphenylacetamido)pyrimidine-4-carboxylic acid ethyl ester C(C)OC(=O)C1=NC(=NC=C1N(C(C(C1=CC=CC=C1)C1=CC=CC=C1)=O)C)Cl